3-(2H-1,3-benzodioxol-5-yl)benzene O1COC2=C1C=CC(=C2)C=2C=CC=CC2